C(C)(=O)[O-].[Ni+2].C(C)(=O)[O-] Nickel (II) Acetate